4-methyl-3,4a,5,6,7,7a-hexahydro-2H-pyrrolo[3,4-b][1,4]oxazine dihydrochloride Cl.Cl.CN1C2C(OCC1)CNC2